C1(=CC=C(C=C1)C1=C(C=CC=C1)C1=CC=CC=C1)C1=CC=CC=C1 (biphenyl-4-yl)biphenyl